C(C)C1(OC=2C=C3C(=CC2C(C1)=O)OCO3)CC 6,6-diethyl-6,7-dihydro-8H-[1,3]dioxolo[4,5-g]chromen-8-one